C(C1=CC=CC=C1)OC(=O)N1CC2(OCCO2)CC1 1,4-dioxa-7-azaspiro[4.4]nonane-7-carboxylic acid benzyl ester